CN(CCCNC(C(=C)C)=O)C N-[3-(dimethylamino)propyl]methyl-acrylamide